C(C1=CC=CC=C1)N1CCC(CC1)[C@@H]1OC2(CC2)C(N(C1)CC)=O (S)-5-(1-benzylpiperidin-4-yl)-7-ethyl-4-oxa-7-azaspiro[2.5]octan-8-one